bis(4-ethoxycarbonylphenyl)-N-benzylformamidine C(C)OC(=O)C1=CC=C(C=C1)N=C(NCC1=CC=CC=C1)C1=CC=C(C=C1)C(=O)OCC